F[C@@H]1CN(CC[C@H]1NC1=NC=C(C(=N1)C1=CC(=CS1)C(=O)N)C(F)(F)F)S(=O)(=O)C=1C=NN(C1)C 5-(2-(((3R,4R)-3-fluoro-1-((1-methyl-1H-pyrazol-4-yl)sulfonyl)piperidin-4-yl)amino)-5-(trifluoromethyl)pyrimidin-4-yl)thiophene-3-carboxamide